ClC1=C2N(C(C(=C1)NC1=NC=NC=C1)=O)C1(C(CCC1)(C)C)NC2=O 8-chloro-2',2'-dimethyl-6-(pyrimidin-4-ylamino)spiro[2H-imidazo[1,5-a]pyridine-3,1'-cyclopentane]-1,5-dione